FC(C(OC1=CC=C(C=N1)C=1N=CC=2N(C1)C(=NN2)C(F)(F)OCC)C)F 6-[6-(2,2-difluoro-1-methyl-ethoxy)-3-pyridinyl]-3-[ethoxy(difluoro)methyl]-[1,2,4]triazolo[4,3-a]pyrazine